ClC=1C=C(C=CC1C(F)(F)F)NC(=O)C1=[N+](C=CC=2CNCCC12)[O-] ((3-Chloro-4-(trifluoromethyl)phenyl)carbamoyl)-5,6,7,8-tetrahydro-2,6-naphthyridine 2-oxide